C1(=CC=CC=C1)C1=NC(=NC(=N1)C1=CC=CC=C1)C=1C=C(C=CC1)C1=CC=C(C=C1)C1=CC(=CC=C1)OB(O)O (3''-(4,6-diphenyl-1,3,5-triazin-2-yl)-[1,1':4',1''-terphenyl]-3-yl)boric acid